4,5-dichloro-2-(2-chloro-4-fluorophenoxy)benzoic acid ClC1=CC(=C(C(=O)O)C=C1Cl)OC1=C(C=C(C=C1)F)Cl